3-fluoro-5-methylpyridine-4-carboxylic acid FC=1C=NC=C(C1C(=O)O)C